2-Methoxy-3-methyl-4,6-diphenylpyridine COC1=NC(=CC(=C1C)C1=CC=CC=C1)C1=CC=CC=C1